6'-(dibutylamino)-2'-bromo-3'-methylspiro[phthalide-3,9'-xanthene] C(CCC)N(C=1C=C2OC=3C=C(C(=CC3C3(C2=CC1)OC(=O)C1=CC=CC=C13)Br)C)CCCC